FC(C1=NNC(=N1)C=1N=C2N(C=C(C=N2)COC)C1C1=CN=CN1)F 3-(difluoromethyl)-5-[3-(1H-imidazol-5-yl)-6-(methoxymethyl)imidazo[1,2-a]pyrimidin-2-yl]-1H-1,2,4-triazole